8-[hydroxy(2-fluorophenyl)methyl]-4-methyl-9-phenyl-2H-furo[2,3-h]chromene-2-one OC(C1=C(C=2C(=CC=C3C(=CC(OC23)=O)C)O1)C1=CC=CC=C1)C1=C(C=CC=C1)F